2-(2,6-dimethyl-4-((2-oxo-3-(4-(trifluoromethoxy)phenyl)-2,3-dihydro-1H-imidazol-1-yl)methyl)phenoxy)-2-methylpropanoic acid CC1=C(OC(C(=O)O)(C)C)C(=CC(=C1)CN1C(N(C=C1)C1=CC=C(C=C1)OC(F)(F)F)=O)C